methyl 4'-fluoro-3'-nitro-[1,1'-biphenyl]-4-carboxylate FC1=C(C=C(C=C1)C1=CC=C(C=C1)C(=O)OC)[N+](=O)[O-]